Trans-5-(3-(3-bromo-5-chlorophenyl)-2,2-dichloropropane-1-carboxamido)-2-chloro-N-(3-(2,2-difluoroacetamido)-2,4-difluorophenyl)benzamide BrC=1C=C(C=C(C1)Cl)CC(CC(=O)NC=1C=CC(=C(C(=O)NC2=C(C(=C(C=C2)F)NC(C(F)F)=O)F)C1)Cl)(Cl)Cl